FC=1C=C(C=C(C1)F)[C@@H]1CCN2N1C(C1(C2)CCN(CC1)C(C1=CC(=C(C=C1)C)F)=O)=O (S)-7'-(3,5-difluorophenyl)-1-(3-fluoro-4-methylbenzoyl)dihydro-1'H,3'H,5'H-spiro[piperidine-4,2'-pyrazolo[1,2-a]pyrazol]-1'-one